C[SiH2]C1=CC(=CC(=C1)[SiH2]C)[SiH2]C 1,3,5-trimethylsilylbenzene